3-chloro-1-(5-(3-chloro-4-isopropyloxyphenyl)-1,2,4-oxadiazol-3-yl)-1H-indole-5-carbaldehyde ClC1=CN(C2=CC=C(C=C12)C=O)C1=NOC(=N1)C1=CC(=C(C=C1)OC(C)C)Cl